N-hexahydropyridylaminocaprolactam N1(CCCCC1)NN1C(CCCCC1)=O